CC1=C(C(=NO1)C)C2=CC(=C(C=C2)NC3CCC(CC3)OC)N 4-(3,5-dimethylisoxazol-4-yl)-N1-((1r,4r)-4-methoxycyclohexyl)benzene-1,2-diamine